FC(C(C([2H])([2H])[2H])NNC(C1=CC=CC=C1)=O)(F)F N'-(1,1,1-trifluoropropan-2-yl-3,3,3-d3)benzohydrazide